(2-bromophenyl)-3-(naphthalen-2-yl)-9H-carbazole BrC1=C(C=CC=C1)C1=CC(=CC=2C3=CC=CC=C3NC12)C1=CC2=CC=CC=C2C=C1